1-((1-(4-fluorophenyl)-5-neopentyl-1H-1,2,4-triazol-3-yl)methyl)-4,4-dimethylpiperidine FC1=CC=C(C=C1)N1N=C(N=C1CC(C)(C)C)CN1CCC(CC1)(C)C